N=1C=C(N2N=CC=CC21)C#CC2=C(C(=O)NC1=CC(=CC(=C1)C(F)(F)F)N1C(=NC=C1)C)C=CC(=C2)C (imidazo[1,2-b]pyridazin-3-ylethynyl)-4-methyl-N-(3-(2-methyl-1H-imidazol-1-yl)-5-(trifluoromethyl)phenyl)benzamide